N,N-dimethylpiperazine-1-Formamide CN(C(=O)N1CCNCC1)C